C1N(CCC2=CC=CC=C12)C[C@H](CN1CCOC2=C(C1=O)C=CC(=C2)OC2CN(CC2)C)O 4-[(2R)-3-(3,4-dihydro-1H-isoquinolin-2-yl)-2-hydroxy-propyl]-8-(1-methylpyrrolidin-3-yl)oxy-2,3-dihydro-1,4-benzoxazepin-5-one